[1,3-bis-(2,4,6-trimethylphenyl)-2-imidazolidinylidene]dichloro(benzylidene)(methyldiphenylphosphine) Ruthenium(II) [Ru+2].CC1=C(C(=CC(=C1)C)C)N1C(N(CC1)C1=C(C=C(C=C1C)C)C)=P(C1=C(C(=CC=C1)Cl)Cl)(C1=CC=CC=C1)C=CC1=CC=CC=C1